CN1C=C(C2=CC=CC=C12)C1=C(C(NC1=O)=O)C1=CN(C2=CC=CC=C12)CC(=O)O 2-(3-(4-(1-methyl-1H-indol-3-yl)-2,5-dioxo-2,5-dihydro-1H-pyrrol-3-yl)-1H-indol-1-yl)acetic acid